(1S,2S)-2-fluoro-N-(6-(6-fluoro-7-(1-methoxypropan-2-yl)-5-methyl-1H-indazol-4-yl)imidazo[1,2-a]pyrazin-2-yl)cyclopropane-1-carboxamide F[C@@H]1[C@@H](C1)C(=O)NC=1N=C2N(C=C(N=C2)C2=C3C=NNC3=C(C(=C2C)F)C(COC)C)C1